N-((tert-butoxycarbonyl)L-alanyl)-S-trityl-L-cysteine C(C)(C)(C)OC(=O)N[C@@H](C)C(=O)N[C@@H](CSC(C1=CC=CC=C1)(C1=CC=CC=C1)C1=CC=CC=C1)C(=O)O